ClC=1C=C(C=CC1F)NC(N(C)[C@H](C)C1=NNC(C2=CC(=CC=C12)Cl)=O)=O |r| Racemic-3-(3-chloro-4-fluorophenyl)-1-(1-(6-chloro-4-oxo-3,4-dihydrophthalazin-1-yl)ethyl)-1-methylurea